FC1=C(C(=CC=C1)C)N1CCC(CC1)C1=CC=2C(=NC=CN2)N(C1=O)CC=1C=NC=CC1C(F)(F)F 7-(1-(2-fluoro-6-methylphenyl)piperidin-4-yl)-5-((4-(trifluoromethyl)pyridin-3-yl)methyl)pyrido[2,3-b]pyrazin-6(5H)-one